NC(C)(CC)C1=NC=C(C=N1)C1=CC2=C(N=C3N2[C@H]2C4=C(C(N([C@@H]3C2)C([2H])([2H])[2H])=O)C=CC=C4C#C)C=C1 (7R,14R)-11-(2-(2-aminobutan-2-yl)pyrimidin-5-yl)-1-ethynyl-6-(methyl-d3)-6,7-dihydro-7,14-methanobenzo[f]benzo[4,5]imidazo[1,2-a][1,4]diazocin-5(14H)-one